FC(C(=O)O)(F)F.BrC=1N=C2C(=NC1C)N(C(=C(C2=O)N2CCNCC2)CC)CC(=O)O 2-(2-bromo-6-ethyl-3-methyl-8-oxo-7-piperazin-1-yl-pyrido[2,3-b]pyrazin-5-yl)acetic acid trifluoroacetate